(±)-Trans-ethyl 3-((3-methyl-5-(1-methyl-5-(((tetrahydro-2H-pyran-2-yl)oxy) methyl)-1H-pyrazol-4-yl)pyrazin-2-yl)oxy)cyclopentanecarboxylate CC=1C(=NC=C(N1)C=1C=NN(C1CO[C@H]1OCCCC1)C)O[C@@H]1C[C@H](CC1)C(=O)OCC |&1:14|